carbonic acid ((2R,3S,4R,5S)-5-(4-aminopyrrolo[2,1-f][1,2,4]triazin-7-yl)-2-cyano-3,4-dihydroxytetrahydrofuran-2-yl) methylhexyl ester CC(CCCCC)OC(O[C@]1(O[C@H]([C@@H]([C@@H]1O)O)C1=CC=C2C(=NC=NN21)N)C#N)=O